(1R,2S,5S)-N-{(2S)-1-amino-1-oxo-3-[(3S)-2-oxopyrrolidin-3-yl]propan-2-yl}-6,6-dimethyl-3-[3-(pyridin-2-yl)-L-alaninyl]-3-azabicyclo[3.1.0]hexane-2-carboxamide, hydrochloride Cl.NC([C@H](C[C@H]1C(NCC1)=O)NC(=O)[C@@H]1[C@H]2C([C@H]2CN1C([C@@H](N)CC1=NC=CC=C1)=O)(C)C)=O